ethyl (21S)-3,3,3-trifluoro-2-[2-[(4-fluorophenyl)carbamoylamino]-1,3-benzothiazol-6-yl]-2-hydroxy-propanoate FC(C(C(=O)OCC)(O)C1=CC2=C(N=C(S2)NC(NC2=CC=C(C=C2)F)=O)C=C1)(F)F